methyl 3-methoxy-4-((5-((methoxycarbonyl)amino)-3-methyl-7-(((5-methyl-isoxazol-3-yl)methyl)amino)-1H-pyrazolo[4,3-d]pyrimidin-1-yl)methyl)benzoate COC=1C=C(C(=O)OC)C=CC1CN1N=C(C=2N=C(N=C(C21)NCC2=NOC(=C2)C)NC(=O)OC)C